N(=[N+]=[N-])CCCCNC(CCC(CCC(=O)NCCCCN=[N+]=[N-])(CCC(=O)NCCCCN=[N+]=[N-])NC(CCCCCCCCCCC(=O)OC(C)(C)C)=O)=O tert-Butyl 12-((1,7-bis((4-azidobutyl)amino)-4-(3-((4-azidobutyl)amino)-3-oxopropyl)-1,7-dioxoheptan-4-yl)amino)-12-oxododecanoate